N-ethyl-N-(pyridazin-4-yl)-1-(3-(methylsulfonyl)butan-2-yl)-5-methyl-1H-pyrazole-4-carboxamide C(C)N(C(=O)C=1C=NN(C1C)C(C)C(C)S(=O)(=O)C)C1=CN=NC=C1